C(\C=C/CCCCCC)OC(CCCCCCCC(CCCCCCCC(=O)OC\C=C/CCCCCC)OC(CCCN(C)C)=O)=O bis[(Z)-non-2-enyl]9-[4-(dimethylamino)butanoyloxy]heptadecanedioate